C1(CC1)C(=O)N1CCC2=CC(=CC=C12)C=1N=C(SC1C)NC(CC=1C=C(OCCC(CCOS(=O)(=O)C2=CC=C(C=C2)C)(C)C)C=CC1)=O.C1=CC=CC=2C3=CC=CC=C3N(C12)C1(CC=C(C=C1)C1=CC=CC=C1)N1C2=CC=CC=C2C=2C=CC=CC12 4,4-bis(9H-carbazol-9-yl)biphenyl 5-(3-(2-((4-(1-(cyclopropanecarbonyl)indolin-5-yl)-5-methylthiazol-2-yl)amino)-2-oxoethyl)phenoxy)-3,3-dimethylpentyl-4-methylbenzenesulfonate